Methyl 6-(1,4-dimethyl-1H-1,2,3-triazol-5-yl)-2-(methyl-d3)-2,4-dihydropyrazolo[3',4':4,5]pyrrolo[3,2-b]pyridine-3-carboxylate CN1N=NC(=C1C=1C=C2C(=NC1)C=1C(N2)=C(N(N1)C([2H])([2H])[2H])C(=O)OC)C